FC(C1=NN=C(O1)C=1C=CC(=NC1)CN1C(C2=CC(=CC=C2C(C1=O)(C)C)C1=C2C=CNC2=CC=C1)=O)F 2-((5-(5-(difluoromethyl)-1,3,4-oxadiazole-2-yl)pyridine-2-yl)methyl)-7-(1H-indole-4-yl)-4,4-dimethylisoquinoline-1,3(2H,4H)-dione